sodium 3,4-diphenyl-2-butenoate C1(=CC=CC=C1)C(=CC(=O)[O-])CC1=CC=CC=C1.[Na+]